(R)-4-(3-(3-cyclopropyl-1H-indazol-5-yl)imidazo[1,2-b]pyridazin-6-yl)-2-methylmorpholine C1(CC1)C1=NNC2=CC=C(C=C12)C1=CN=C2N1N=C(C=C2)N2C[C@H](OCC2)C